2-((3-cyclopropoxy-1-((methylsulfonyl)methyl)-1H-pyrazol-4-yl)amino)-7-((3s,4r)-3-methyltetrahydro-2H-pyran-4-yl)-7H-pyrrolo[2,3-d]pyrimidine-6-carbonitrile C1(CC1)OC1=NN(C=C1NC=1N=CC2=C(N1)N(C(=C2)C#N)[C@H]2[C@@H](COCC2)C)CS(=O)(=O)C